P(=O)(OOC1=CC=CC=C1)(OC1=CC=CC=C1)OC1=CC=CC=C1 (phenoxy) diphenyl phosphate